C(C)(C)OC(=O)C=1C(=NC(=NC1)NC1=C(C=C(C(=C1)[N+](=O)[O-])N(C)CCN(C)C)OC)C=1C=C2C(=CN(C2=C(C1)C(N)=O)C)C 4-(7-carbamoyl-1,3-dimethyl-1H-indol-5-yl)-2-((4-((2-(dimethylamino)ethyl)(methyl)amino)-2-methoxy-5-nitrophenyl)amino)pyrimidine-5-carboxylic acid isopropyl ester